tert-butyl (S)-3-(3-((S)-1-methoxy-3-methyl-1-oxobutan-2-yl)-1,3-dimethylureido)piperidine-1-carboxylate COC([C@H](C(C)C)N(C(N(C)[C@@H]1CN(CCC1)C(=O)OC(C)(C)C)=O)C)=O